(4-(4-(1-((4-fluoro-3-methylphenyl)amino)ethyl)-1H-1,2,3-triazol-1-yl)-2-methylbenzoyl)-L-alanine FC1=C(C=C(C=C1)NC(C)C=1N=NN(C1)C1=CC(=C(C(=O)N[C@@H](C)C(=O)O)C=C1)C)C